5-methyl-1-phenyl-1,2-dihydropyridin-2-one CC=1C=CC(N(C1)C1=CC=CC=C1)=O